methyl-5-(3-methylsulfanyl-4-nitro-phenoxy)pyridine-2-carboxamide CC=1C(=NC=C(C1)OC1=CC(=C(C=C1)[N+](=O)[O-])SC)C(=O)N